N-(2,2'-dichloro-3'-(6-ethyl-5-((((5-oxopyrrolidin-2-yl)methyl)amino)methyl)pyridin-2-yl)-[1,1'-biphenyl]-3-yl)-1,3-dimethyl-2,4-dioxo-1,2,3,4-tetrahydropyrimidine-5-carboxamide ClC1=C(C=CC=C1NC(=O)C=1C(N(C(N(C1)C)=O)C)=O)C1=C(C(=CC=C1)C1=NC(=C(C=C1)CNCC1NC(CC1)=O)CC)Cl